ethyl(4,5-dihydroxy-9,10-dioxo-9,10-dihydroanthracene-2-carbonyl)methioninate C(C)N([C@@H](CCSC)C(=O)[O-])C(=O)C1=CC=2C(C3=CC=CC(=C3C(C2C(=C1)O)=O)O)=O